ON1CN=CC=C1 N-hydroxypyrimidine